C(C)OC(=O)[C@H]1[C@@H](C1)C1=CC(=CC=C1)C1(OC1C=O)C |r| racemic-(1r,2r)-2-(3-(3-formyl-2-methyl-oxiran-2-yl)phenyl)cyclopropane-1-carboxylic acid ethyl ester